ClC=1C(=CC(=C(C1)NC(=O)N[C@@H](C)C=1N(N=CN1)C1=NC=CC=N1)C)C 1-(5-chloro-2,4-dimethyl-phenyl)-3-[(1S)-1-(2-pyrimidin-2-yl-1,2,4-triazol-3-yl)ethyl]urea